(E)-N-ethyl-N-(2-methyl-5-carboxyphenyl)-2-butenamide C(C)N(C(\C=C\C)=O)C1=C(C=CC(=C1)C(=O)O)C